2-ethoxy-5-(4-fluorophenyl)-1,6-dimethyl-4-oxo-1,4-dihydropyridine-3-carboxylic acid C(C)OC=1N(C(=C(C(C1C(=O)O)=O)C1=CC=C(C=C1)F)C)C